P(=O)(O[C@@H]1[C@H](OC2=CC(=CC(=C2C1=O)O)O)C1=CC(=C(C(=C1)O)O)O)(OCNCC)O (2R,3R)-5,7-dihydroxy-4-oxo-2-(3,4,5-trihydroxyphenyl)chroman-3-yl ((ethylamino)methyl) hydrogen phosphate